5-FLUORO-2-HYDROXY-3-METHYLBENZALDEHYDE FC=1C=C(C(=C(C=O)C1)O)C